(2-chlorobenzyl)-2-(1-chlorocyclopropyl)oxirane ClC1=C(CC2(OC2)C2(CC2)Cl)C=CC=C1